C(C)(C)(C)OC(=O)N[C@H]1C[C@@H](CC1)CN(C(OCC1=CC=CC=C1)=O)C benzyl N-{[(1R,3R)-3-[(tert-butoxycarbonyl)amino]cyclopentyl]methyl}-N-methylcarbamate